2-Methyl-4-(p-tolyl)-5-(9H-xanthen-9-yl)oxazole CC=1OC(=C(N1)C1=CC=C(C=C1)C)C1C2=CC=CC=C2OC=2C=CC=CC12